N-[2-fluoro-5-(indol-1-ylmethyl)-4-methoxyphenyl]carbamic acid tert-butyl ester C(C)(C)(C)OC(NC1=C(C=C(C(=C1)CN1C=CC2=CC=CC=C12)OC)F)=O